6-morpholino-2,5-dihydro-4H-pyrazolo[3,4-d]pyrimidin-4-one O1CCN(CC1)C=1NC(C=2C(N1)=NNC2)=O